C(C)N(CC)C(C[SiH2]C(C=C)=C)N(CC)CC bis(diethylamino)ethyl-(1-methylene-2-propenyl)silane